CC1=C(C(=CC=C1)C)C(C(=O)N)(CC)N1CCCCC1 (2,6-dimethylphenyl)-2-(piperidin-1-yl)butanamide